C(#N)C1=C(C(=CC=C1)OC(F)(F)F)N(C(=O)OC(C)(C)C)C(=O)OC(C)(C)C di-tert-butyl [2-cyano-6-(trifluoromethoxy)phenyl]-2-imidodicarbonate